BrC1=CC=C(C=C1)C(C)(C#C)C=1N=C(SC1)NC(=O)C1CC(C1)CO rac-(1s,3s)-N-(4-(2-(4-bromophenyl)but-3-yn-2-yl)thiazol-2-yl)-3-(hydroxymethyl)cyclobutane-carboxamide